carbathiirine C=1SC1